ClC=1C=C(C(N(N1)C)=O)NC1=NN2C(COC(C2)(C)C)=C1 6-Chloro-4-(6,6-dimethyl-6,7-dihydro-4H-pyrazolo[5,1-c][1,4]oxazin-2-ylamino)-2-methylpyridazin-3(2H)-one